monocarbene sulfone C=S(=O)=O